(5-hydroxypentyl)-1-methyl-1H-imidazol-3-ium OCCCCCC=1N(C=C[NH+]1)C